((1S,4R)-4-(2,6-dichloro-9H-purin-9-yl)cyclopent-2-en-1-yl)methanol ClC1=NC(=C2N=CN(C2=N1)[C@H]1C=C[C@H](C1)CO)Cl